2-((dimethylamino)methylene)cyclopentane-1,3-dione CN(C)C=C1C(CCC1=O)=O